BrC1=CC=2C(C(C3=C(SC=4C5=C(SC43)C=4C=CC(=CC4C(C5O)O)Br)C2C=C1)O)O 3,10-dibromo-5,6,12,13-tetrahydronaphtho[1,2-b]naphtho[2',1':4,5]thieno[2,3-d]thiophene-5,6,12,13-tetraol